C1CCC2=CC(=CC=C12)N=C=O 5-Indanylisocyanat